[Co](Cl)Cl.ClC(CCCC)=N monochloropentaanimine cobalt dichloride